(S)-2-methyl-N-[(1R)-1-(5-methylpyrazin-2-yl)ethyl]propane-2-sulfinamide CC(C)(C)[S@](=O)N[C@H](C)C1=NC=C(N=C1)C